5-(4-Methylpiperazin-1-yl)-2-(4-(trifluoromethyl)phenyl)-4,5,6,7-tetrahydro-2H-indazol-3-ol CN1CCN(CC1)C1CC2=C(N(N=C2CC1)C1=CC=C(C=C1)C(F)(F)F)O